CC(=C)CC(C(=O)O)N 4,5-dehydroleucine